2-(4-cyclopropyl-6-methoxypyrimidin-5-yl)-7-(4-(1-isopropyl-4-(trifluoromethyl)-1H-imidazol-2-yl)benzyl)-5-methyl-5H-pyrrolo[3,2-d]pyrimidine C1(CC1)C1=NC=NC(=C1C=1N=CC2=C(N1)C(=CN2C)CC2=CC=C(C=C2)C=2N(C=C(N2)C(F)(F)F)C(C)C)OC